BrC=1C=C2C(=NC1)N(C=C2)C2=C(C=CC=C2)C 5-bromo-1-tolyl-1H-pyrrolo[2,3-b]pyridine